ClC=1C=C(C=C(C1)NS(=O)(=O)CC)NC(=O)C=1SC(=C(C1)C1=NC=C(C=C1OCC=1SC=CN1)F)C N-(3-chloro-5-(ethylsulfonamido)phenyl)-4-(5-fluoro-3-(thiazol-2-ylmethoxy)pyridin-2-yl)-5-methylthiophene-2-carboxamide